(R)-N-(4-(3-((8-isopropyl-7-oxo-7,8-dihydropyrido[2,3-d]pyrimidin-2-yl)amino)pyrrolidine-1-carbonyl)phenyl)acrylamide C(C)(C)N1C(C=CC2=C1N=C(N=C2)N[C@H]2CN(CC2)C(=O)C2=CC=C(C=C2)NC(C=C)=O)=O